COC1=CC=CC(=C1C1=C(C=CC=C1OC)P(C1=CC=C(C=C1)OC)C1=CC=C(C=C1)OC)P(C1=CC=C(C=C1)OC)C1=CC=C(C=C1)OC (6,6'-dimethoxybiphenyl-2,2'-diyl)bis[bis(4-methoxyphenyl)phosphine]